FC(COC=1C=C(C=CC1)C(F)(F)F)F 3-(2',2'-difluoroethoxy)benzotrifluoride